C(C)(C)(C)OC(=O)N1C(C2=C(C(C1)CC=C)NC(=C2NC2=C(C(=CC=C2)F)OC)C2=C(C=NC=C2)OCCOCC=C)=O 7-allyl-2-(3-(2-(allyloxy)ethoxy)pyridin-4-yl)-3-(3-fluoro-2-methoxyphenylamino)-4-oxo-6,7-dihydro-1H-pyrrolo[3,2-C]pyridine-5(4H)-carboxylic acid tert-butyl ester